3-[(3-methoxy-1,2,4-thiadiazol-5-yl)amino]-N-(1-methylcyclopropyl)-4-nitrobenzenesulfonamide COC1=NSC(=N1)NC=1C=C(C=CC1[N+](=O)[O-])S(=O)(=O)NC1(CC1)C